OCC(C(C=CCCCCCCCCCCCCC)O)CC(=O)N (1,3-dihydroxyoctadec-4-en-2-yl)acetamide